4-((2s,3S)-4-acryloyl-3-methylmorpholin-2-yl)-6-chloro-5'-fluoro-N-methyl-[2,4'-bipyridine]-2'-carboxamide C(C=C)(=O)N1[C@H]([C@@H](OCC1)C1=CC(=NC(=C1)Cl)C1=CC(=NC=C1F)C(=O)NC)C